N-((4-(4-(6-(Trifluoromethyl)imidazo[1,2-b]pyridazin-3-yl)pyridin-2-yl)-1,4-oxazepan-6-yl)methyl)methanesulfonamide FC(C=1C=CC=2N(N1)C(=CN2)C2=CC(=NC=C2)N2CCOCC(C2)CNS(=O)(=O)C)(F)F